C(C)(=O)N1C[C@@H](OCC1)CN(C(CC1=NOC(=N1)CN1C(N(C(C1=O)=O)CC1CC1)=O)=O)C1=C(C=CC=C1)OC (R)-N-((4-acetylmorpholin-2-yl)methyl)-2-(5-((3-(cyclopropylmethyl)-2,4,5-trioxoimidazolidin-1-yl)methyl)-1,2,4-oxadiazol-3-yl)-N-(2-methoxyphenyl)acetamide